2-nitro-5-phenyl-4-(trifluoromethyl)aniline [N+](=O)([O-])C1=C(N)C=C(C(=C1)C(F)(F)F)C1=CC=CC=C1